1-methyl-5-(7-(2-(methylsulfonyl)pyridin-4-yl)furo[3,2-b]pyridin-2-yl)pyridin-2(1H)-one CN1C(C=CC(=C1)C1=CC2=NC=CC(=C2O1)C1=CC(=NC=C1)S(=O)(=O)C)=O